3,6-bis((4,4-difluorobut-3-en-1-yl)oxy)phthalonitrile FC(=CCCOC1=C(C(C#N)=C(C=C1)OCCC=C(F)F)C#N)F